((4-hexylbenzoyl)glycyl)pyrrolidine-2-carboxamide C(CCCCC)C1=CC=C(C(=O)NCC(=O)N2C(CCC2)C(=O)N)C=C1